NC=1C(=NON1)/C(=N/O)/NCC1=CC(=C(C=C1)F)Br (Z)-4-amino-N-(3-bromo-4-fluorobenzyl)-N'-hydroxy-1,2,5-oxadiazole-3-carboxamidine